[(2-methylpyrimidin-5-yl)methyl]({2-[(9R)-9-(pyridin-2-yl)-6-oxaspiro[4.5]decan-9-yl]ethyl})amine CC1=NC=C(C=N1)CNCC[C@]1(CCOC2(CCCC2)C1)C1=NC=CC=C1